3-amino-N-(2-{9-amino-1,4-dioxa-7-azaspiro[4.4]nonan-7-yl}-5,6,7,8-tetrahydroquinolin-6-yl)-5-fluoro-6-methylthieno[2,3-b]pyridine-2-carboxamide NC1=C(SC2=NC(=C(C=C21)F)C)C(=O)NC2CC=1C=CC(=NC1CC2)N2CC1(OCCO1)C(C2)N